2,3-dihydroxypropan-1-yl 9,16-dihydroxyhexadecanoate OC(CCCCCCCC(=O)OCC(CO)O)CCCCCCCO